[2H]C(C(N)([2H])[2H])(N)[2H] 1,1,2,2-tetradeuterioethane-1,2-diamine